S1C(=NC2=C1C=CS2)C(=O)O 2-thiophenothiazolecarboxylic acid